NC1=NC=C(C2=C1C=NN2COCC[Si](C)(C)C)NC(C(N2[C@H](CN([C@@H](C2)C)C(C(CN(C)C)(C)C)=O)C2=CC=CC=C2)=O)=O N-[4-amino-1-(2-trimethylsilylethoxymethyl)pyrazolo[4,3-c]pyridin-7-yl]-2-oxo-2-[(2S,5R)-4-[3-(dimethylamino)-2,2-dimethyl-propanoyl]-5-methyl-2-phenyl-piperazin-1-yl]acetamide